ClC=1N=C(N2C1C(=CC(=C2)S(NC2(COC2)C)(=O)=O)N2CCN(CC2)C(=O)N(C)C)C=2SC(=NN2)C(F)F 4-(1-chloro-3-(5-(difluoromethyl)-1,3,4-thiadiazol-2-yl)-6-(N-(3-methyloxetan-3-yl)sulfamoyl)imidazo[1,5-a]pyridin-8-yl)-N,N-dimethylpiperazine-1-carboxamide